4-((1-(4-bromophenyl)-4-methoxypiperidin-4-yl)methyl)thiomorpholine-1,1-dioxide BrC1=CC=C(C=C1)N1CCC(CC1)(OC)CN1CCS(CC1)(=O)=O